C(C)(C)(C)OC(=O)N[C@H](C(=O)OC)CI methyl (2R)-2-[(tert-butoxycarbonyl) amino]-3-iodopropanoate